2-(cyclohexylmethyl)-N-(3-methylsulfonylphenyl)-5-(trifluoromethyl)pyrazole C1(CCCCC1)CN1N(C(=CC1)C(F)(F)F)C1=CC(=CC=C1)S(=O)(=O)C